O=C1C(C(C2=CC=CC=C2)(C2=CC=CC=C2)NO)C=CC=C1 oxotrityl-hydroxylamine